NCCCNCC=1C=C(C=NC1)C(=O)NC1=CC=C(C=C1)S(=O)(=O)N1CCN(CC1)C1=NC(=CC(=C1)C(F)(F)F)Cl 5-[(3-Aminopropylamino)methyl]-N-[4-[4-[6-chloro-4-(trifluoromethyl)-2-pyridyl]piperazin-1-yl]sulfonylphenyl]pyridine-3-carboxamide